(6-(benzo[d]thiazol-2-yl-methoxy)-2-(4-(methyl-sulfonyl)piperazine-1-carbonyl)quinolin-4-yl)-(piperidin-1-yl)methanone S1C(=NC2=C1C=CC=C2)COC=2C=C1C(=CC(=NC1=CC2)C(=O)N2CCN(CC2)S(=O)(=O)C)C(=O)N2CCCCC2